(1-piperidinyl)-1,8-naphthyridine N1(CCCCC1)C1=NC2=NC=CC=C2C=C1